NCCCCCC(=O)N[C@H](C(=O)N1[C@@H](C[C@H](C1)O)C(=O)N[C@@H](C)C1=CC=C(C=C1)C1=C(N=CS1)C)C(C)(C)C (2S,4r)-1-((S)-2-(6-aminocaproamido)-3,3-dimethylbutyryl)-4-hydroxy-N-((S)-1-(4-(4-methylthiazol-5-yl)phenyl)ethyl)pyrrolidine-2-carboxamide